N1CC(C1)C1=CC=C(C=C1)N1C(C[C@H](CC1)C(F)(F)F)=O |o1:13| (4S) or (4R)-1-[4-(Azetidin-3-yl)phenyl]-4-(trifluoromethyl)piperidin-2-one